C(C)(C)(C)OC(=O)N1CC(C1)(C)N1C=C(C(=CC1=O)NC1CCN(CC1)C)C(=O)[O-].[Li+] Lithium 1-(1-(tert-butoxycarbonyl)-3-methylazetidin-3-yl)-4-((1-methylpiperidin-4-yl)amino)-6-oxo-1,6-dihydropyridine-3-carboxylate